(17β)-2-methoxy-estra-1,3,5(10)-triene-3,17-diol COC=1C(=CC=2CC[C@H]3[C@@H]4CC[C@@H]([C@@]4(C)CC[C@@H]3C2C1)O)O